aminoethyl-aminoethanesulfonic acid sodium salt [Na+].NCCC(C)(S(=O)(=O)[O-])N